N1(C=NC=C1)C=1N=C(C2=C(N1)COC2)C(=O)N[C@@H]2CC[C@H](CC2)C(F)(F)F 2-(1H-imidazol-1-yl)-N-(trans-4-(trifluoromethyl)cyclohexyl)-5,7-dihydrofuro[3,4-d]pyrimidine-4-carboxamide